diethyl-aminoethyl-amide behenate C(CCCCCCCCCCCCCCCCCCCCC)(=O)[O-].C(C)C(C[NH-])(N)CC